1-cyclopropylcarboxypiperidine C1(CC1)N1C(CCCC1)C(=O)O